2-Methoxy-l-N,N-dimethyl-ethyl-amine N-oxide COCC[N+](C)(C)[O-]